5-bromo-2-[1-(dimethylphosphoryl)ethenyl]pyrimidine BrC=1C=NC(=NC1)C(=C)P(=O)(C)C